Docos-11-enamide C(CCCCCCCCCC=CCCCCCCCCCC)(=O)N